7-(5-(4-(2-methoxy-2-oxoethyl)-3-oxopiperazin-1-yl)pentyl)-3,4-dihydro-1,8-naphthyridine-1(2H)-carboxylic acid tert-butyl ester C(C)(C)(C)OC(=O)N1CCCC2=CC=C(N=C12)CCCCCN1CC(N(CC1)CC(=O)OC)=O